Ethyl-2-(2-ethoxy-2-oxoethyl)-6-hydroxynicotinic acid ethyl ester C(C)OC(C1=C(N=C(C(=C1)CC)O)CC(=O)OCC)=O